benzyl-1-oxo-1,3,7,8-tetrahydrospiro[furo[3,4-g]isochromene-5,4'-piperidine] C(C1=CC=CC=C1)N1CCC2(CC1)OCCC=1C=C3C(=CC12)COC3=O